N=1C=CN2C1C=CC(=C2)C2=C(C1=C(OCO1)C=C2)N 5-(imidazo[1,2-a]pyridin-6-yl)benzo[d][1,3]dioxol-4-amine